4-((2-(3-(dimethylamino)phenoxy)ethoxy)methyl)-N-(3-methoxybenzyl)-N-(3-(pyrrolidin-1-yl)benzyl)thiazol-2-amine CN(C=1C=C(OCCOCC=2N=C(SC2)N(CC2=CC(=CC=C2)N2CCCC2)CC2=CC(=CC=C2)OC)C=CC1)C